C(C=C)(=O)OCCCOCCP(=O)(O)O 2-[4-(dihydroxyphosphoryl)-2-oxabutyl]-ethyl acrylate